6-(4-fluorostyryl)-2-hydroxy-4-isopropoxy-3-(3-methylbut-2-en-1-yl)benzoic acid FC1=CC=C(C=CC2=CC(=C(C(=C2C(=O)O)O)CC=C(C)C)OC(C)C)C=C1